4-(1,3-dioxoisoindolin-2-yl)butan-2-yl methanesulfonate CS(=O)(=O)OC(C)CCN1C(C2=CC=CC=C2C1=O)=O